OCCCCCNCCCCCCCC(=O)N(CCCCCCCC)CCCCCCCC 8-((5-hydroxypentyl)amino)-N,N-dioctyloctanamide